NCCN1CCS(CC1)(=O)=O 4-(2-aminoethyl)thiomorpholine 1,1-dioxide